FC1=C(CC2=NC3=C(N2C[C@H]2OCC2)C=C(C=C3)C(=O)O)C=C(C(=C1)C1=NC(=CC=C1)OCC=1SC(=CC1F)C=1C=NN(C1)C)F (S)-2-(2,5-difluoro-4-(6-((3-fluoro-5-(1-methyl-1H-pyrazol-4-yl)thiophen-2-yl)methoxy)pyridin-2-yl)benzyl)-1-(oxetan-2-ylmethyl)-1H-benzo[d]imidazole-6-carboxylic acid